N1=C(C=C(C=C1)C(=O)[O-])C1=NC=CC(=C1)C(=O)[O-].[Li+].[Li+] lithium 2,2'-bipyridine-4,4'-diformate